NC=1C(NC=C(N1)[C@H]1CN(CCC1(F)F)[C@H](C(=O)NC1=NC=C(C=C1)OC1=CC=C(C=C1)F)C)=O (S)-2-((R)-3-(6-amino-5-oxo-4,5-dihydropyrazin-2-yl)-4,4-difluoropiperidin-1-yl)-N-(5-(4-fluorophenoxy)pyridin-2-yl)propanamide